3-(bromomethyl)-4-chloro-2-[(diphenylmethylene)amino]pyridine BrCC=1C(=NC=CC1Cl)N=C(C1=CC=CC=C1)C1=CC=CC=C1